2-[(4-methoxy-1H-pyrazol-1-yl)methyl]-1-[(3R)-1-methylpyrrolidin-3-yl]-1H-imidazo[4,5-c]quinoline-8-carbonitrile, formate salt C(=O)O.COC=1C=NN(C1)CC=1N(C2=C(C=NC=3C=CC(=CC23)C#N)N1)[C@H]1CN(CC1)C